CN(C)CC1(CCOCC1)CNC(=O)C1=CC2=C(S1)CCCCCC2 N-[[4-[(dimethylamino)methyl]oxan-4-yl]methyl]-4,5,6,7,8,9-hexahydrocycloocta[b]thiophene-2-carboxamide